B([O-])([O-])[O-].FC(CO[Mg+])(F)F.FC(CO[Mg+])(F)F.FC(CO[Mg+])(F)F (trifluoroethoxy)magnesium borate salt